benzyl (S)-1-benzyl-2-(6-(4-(benzyloxy)-2-ethyl-5-fluorophenyl)-1H-indazol-3-yl)-4,5,6,7-tetrahydro-1H-imidazo[4,5-c]pyridine-6-carboxylate C(C1=CC=CC=C1)N1C(=NC=2CN[C@@H](CC21)C(=O)OCC2=CC=CC=C2)C2=NNC1=CC(=CC=C21)C2=C(C=C(C(=C2)F)OCC2=CC=CC=C2)CC